2-(4-(4-((4-fluoro-2-isopropoxyphenyl)amino)pyrido[3,2-d]pyrimidin-6-yl)-1H-pyrazol-1-yl)acetic acid FC1=CC(=C(C=C1)NC=1C2=C(N=CN1)C=CC(=N2)C=2C=NN(C2)CC(=O)O)OC(C)C